(3R)-3-formylpyrrolidine-1-carboxylic acid tert-butyl ester C(C)(C)(C)OC(=O)N1C[C@@H](CC1)C=O